1-(6-(4-(6-amino-3-methyl-2-pyridinyl)-5,6,7,8-tetrahydro-2-quinazolinyl)-2,6-diazaspiro[3.4]octan-2-yl)-2-propen-1-one NC1=CC=C(C(=N1)C1=NC(=NC=2CCCCC12)N1CC2(CN(C2)C(C=C)=O)CC1)C